ethyl-4-hydroxy-2-methoxybenzaldehyde C(C)C=1C(=C(C=O)C=CC1O)OC